C(C)(C)(C)OC(C[S@](=O)CC1=C(C=CC=C1)I)=O (R)-2-((2-iodobenzyl)sulfinyl)acetic acid tert-butyl ester